CC1=CC(=C(C=C1)[S-])[S-].[Zn+2] zinc toluene-3,4-dithiolate